ClC1=CC(=C(C(=O)NC2CC2)C=C1C=1C=NN(C1)C1=CN=C2N1C=C(C=C2)S(=O)(=O)C(C)(C)C)F 4-Chloro-N-cyclopropyl-2-fluoro-5-{1-[6-(2-methyl-propane-2-sulfonyl)-imidazo[1,2-a]pyridin-3-yl]-1H-pyrazol-4-yl}-benzamide